CC/C=C/C/C=C/C/C=C/CCCCCCCC(=O)OC(CO)CO The molecule is a 2-monoglyceride in which the acyl group is specified as (9E,12E,15E)-octadecatrienoyl. It is a 2-monoglyceride and a monoacylglycerol 18:3.